N-((S)-3-acryloyl-4-methyl-1-oxa-3,8-diazaspiro[4.5]decane-8-carbonyl)-N-methyl-L-valine C(C=C)(=O)N1COC2([C@@H]1C)CCN(CC2)C(=O)N([C@@H](C(C)C)C(=O)O)C